FC=1C=C(C=CC1C(F)(F)F)C1C(=C(NC=2N1N=C(C2)CN2CCC(CC2)OC)C)C(=O)NC=2C=C1C=CN=CC1=CC2 7-(3-fluoro-4-(trifluoromethyl)phenyl)-N-(isoquinolin-6-yl)-2-((4-methoxypiperidin-1-yl)methyl)-5-methyl-4,7-dihydropyrazolo[1,5-a]pyrimidine-6-carboxamide